ClC=1C(NN=CC1CCCN1CC2(C1)CC(C2)OC2=C1CCC(C1=C(C=C2)Cl)=O)=O 4-Chloro-5-(3-(6-((7-chloro-1-oxo-2,3-dihydro-1H-inden-4-yl)oxy)-2-azaspiro[3.3]heptan-2-yl)propyl)pyridazin-3(2H)-one